[2-(4,4,5,5-tetramethyl-1,3,2-dioxaborolan-2-yl)phenyl]methanol CC1(OB(OC1(C)C)C1=C(C=CC=C1)CO)C